NC=1C(NC=C(C1)C(F)(F)F)=O 3-amino-5-(trifluoromethyl)pyridin-2(1H)-one